C(C)OC(=C)C 2-ethoxypropene